C(C[C@@](O)(C)CCO)(=O)SCCNC(CCNC([C@@H](C(COP(OP(OC[C@@H]1[C@H]([C@H]([C@@H](O1)N1C=NC=2C(N)=NC=NC12)O)OP(=O)(O)O)(=O)O)(=O)O)(C)C)O)=O)=O mevalonyl-coenzyme A